ClC1=NC=C(C=C1NS(=O)(=O)C)C=1C=C2C(=NC=NC2=CC1)NC1=CC(=C(C=C1)F)Cl N-(2-chloro-5-(4-((3-chloro-4-fluorophenyl)amino)quinazolin-6-yl)pyridin-3-yl)methanesulfonamide